CN(CCC(=O)OCC)CCS(N)(=O)=O Ethyl 3-(methyl (2-sulfamoylethyl)amino)propanoate